C(C)SC1=C(C=CC=C1)B(O)O (ethylthio)benzeneboronic acid